(2S,4S)-2-(tert-butoxycarbonylamino)-4-methylpentanenitrile C(C)(C)(C)OC(=O)N[C@H](C#N)CC(C)C